13-Chloro-19,21-difluoro-14-hydroxy-16,16-dioxo-5-(trifluoromethyl)-9-oxa-16λ6-thia-17-azatetracyclo[16.3.1.111,15.02,7]tricosa-1(21),2,4,6,11,13,15(23),18(22),19-nonaen-10-one ClC=1C=C2C(OCC3=CC(=CC=C3C3=C(C=C(C(NS(C(C1O)=C2)(=O)=O)=C3)F)F)C(F)(F)F)=O